5-((R)-1-(2,6-dichloro-3-fluorophenyl)ethoxy)-4'-methoxy-6'-((S)-2-methylpiperazin-1-yl)-3,3'-bipyridin-6-amine ClC1=C(C(=CC=C1F)Cl)[C@@H](C)OC=1C=C(C=NC1N)C=1C=NC(=CC1OC)N1[C@H](CNCC1)C